[Si](C)(C)(C(C)(C)C)O[C@H]1C[C@H](N(C1)C(=O)OC(C)(C)C)C(NC1=NN(CC1)C1=CC(=C(C=C1)Cl)Cl)=O tert-butyl (2S,4S)-4-((tert-butyldimethylsilyl)oxy)-2-((1-(3,4-dichlorophenyl)-4,5-dihydro-1H-pyrazol-3-yl)carbamoyl)pyrrolidine-1-carboxylate